(3-((3-fluoro-4-((2-(trifluoromethyl)pyridin-4-yl)oxy)benzyl)oxy)-8-(hydroxymethyl)-1-oxo-6,7,8,9,9a,10-hexahydro-1H-pyrido[1',2':3,4]imidazo[1,2-c]pyrimidin-8-yl)methanol FC=1C=C(COC=2C=C3N(C(N2)=O)CC2N3CCC(C2)(CO)CO)C=CC1OC1=CC(=NC=C1)C(F)(F)F